C(C)OC(CCN(C1=C(C(=CC=C1)C(=C)C)[N+](=O)[O-])C)=O 3-(methyl-(2-nitro-3-(prop-1-en-2-yl)phenyl)amino)propionic acid ethyl ester